C(C1=CC=CC=C1)(=O)N[C@H](C(=O)OC)CC1=C(C=CC=C1)Cl Methyl (S)-2-benzamido-3-(2-chlorophenyl)propanoate